(1s,4s)-4-(4-Methyl-1-oxoisoindolin-2-yl)-N-(2-methylthiazol-5-yl)cyclohexanecarboxamide CC1=C2CN(C(C2=CC=C1)=O)C1CCC(CC1)C(=O)NC1=CN=C(S1)C